COC(C)(C)C=1C=CC(=NC1)COC1=NN=C(S1)N 5-((5-(2-methoxyprop-2-yl)pyridin-2-yl)methoxy)-1,3,4-thiadiazol-2-amine